FC1=CC=C(S1)CC[C@@]1(CN(CC1)C(C)(C)C=1C=NC(=CC1)C)C(C)(C)NC(OC(C)C)=O |o1:8| isopropyl (R or S)-(2-(3-(2-(5-fluoro-thiophen-2-yl)ethyl)-1-(2-(6-methylpyridin-3-yl)propan-2-yl)pyrrolidin-3-yl)propan-2-yl)carbamate